C(O)([O-])=O.[Co+2].C(O)([O-])=O Cobalt(II) Hydrogen Carbonate